ClC1=C(C(=O)N[C@H](C(=O)O)CC2=CC=C(C=C2)N2C(N(C3=C2C=C(C=C3)N(C)C)C)=O)C(=CC=C1)F (S)-2-(2-chloro-6-fluorobenzoylamino)-3-(4-(6-(dimethylamino)-3-methyl-2-oxo-2,3-dihydro-1H-benzo[d]imidazol-1-yl)phenyl)propionic acid